(isopropyl-cyclopentadienyl)tris(dimethylamino)hafnium C(C)(C)C1(C=CC=C1)[Hf](N(C)C)(N(C)C)N(C)C